OC(C(=O)N1CC2N(C(C1)C2)C2=NN=C(S2)C=2C(=CC(=NC2)C2=CC=C1N2N=CC(=C1)C#N)NC(C)C)(C)C 7-(5-(5-(3-(2-hydroxy-2-methylpropanoyl)-3,6-diazabicyclo[3.1.1]hept-6-yl)-1,3,4-thiadiazol-2-yl)-4-(isopropylamino)pyridin-2-yl)pyrrolo[1,2-b]pyridazine-3-carbonitrile